bromopropoxymethylbenzene BrCCCOCC1=CC=CC=C1